ClC1=C(C(=CC(=C1)C(F)(F)F)Cl)N1N=CC(=C1)S(=O)C(F)(F)F 1-[2,6-dichloro-4-(trifluoromethyl)phenyl]-4-[(trifluoromethyl)sulfinyl]-1H-pyrazole